ClC=1C(=CC(=NC1)NC1=CC=NN1C)C=1C=C2N(C[C@@H](N(C2=O)CC2=C(C=CC(=C2)C(F)(F)F)CO)COC)C1 (R)-7-(5-chloro-2-((1-methyl-1h-pyrazole-5-yl)amino)pyridine-4-yl)-2-(2-(hydroxymethyl)-5-(trifluoromethyl)benzyl)-3-(methoxymethyl)-3,4-dihydropyrrolo[1,2-a]pyrazine-1(2H)-one